CC(CCNC(CC)=O)C N-(3-methyl-butyl)propionamide